R-1-(2-(1-methyl-1H-pyrazol-4-yl)quinolin-4-yl)ethan-1-amine CN1N=CC(=C1)C1=NC2=CC=CC=C2C(=C1)[C@@H](C)N